6,6-bis(octyloxy)hexanoic acid C(CCCCCCC)OC(CCCCC(=O)O)OCCCCCCCC